FC1(C2(CN(C2)C=2N=C3N(C(C2C)=O)C=C(C=C3[C@@H](C)NC3=C(C(=O)O)C=CC=C3)C)CC1)F (R)-2-((1-(2-(5,5-difluoro-2-azaspiro[3.3]heptan-2-yl)-3,7-dimethyl-4-oxo-4H-pyrido[1,2-a]pyrimidin-9-yl)ethyl)amino)benzoic acid